OC(COC(C1=CC=C(C(=O)OCC(C)O)C=C1)=O)C terephthalic acid bis(2-hydroxypropyl) ester